SC(CS)[Si](OCCC)(OCCC)OCCC 1,2-dimercaptoethyl-tripropoxysilane